ethyl 2-[1-benzhydryl-3-(tert-butoxycarbonylamino)azetidin-3-yl]acetate C(C1=CC=CC=C1)(C1=CC=CC=C1)N1CC(C1)(NC(=O)OC(C)(C)C)CC(=O)OCC